[Na+].[Na+].C(CN(CC(=O)[O-])CC(=O)[O-])N(CC(=O)O)CC(=O)O (ethylenediaminetetraacetic acid), di-sodium salt